nitroso-α-naphthol N(=O)C1=C(C2=CC=CC=C2C=C1)O